tert-butyl (3R)-3-(benzylamino)-2-methyl-azepane-1-carboxylate C(C1=CC=CC=C1)N[C@H]1C(N(CCCC1)C(=O)OC(C)(C)C)C